4-(4-((2R,5S)-4-propenoyl-2,5-dimethylpiperazin-1-yl)phenyl)-6-(1-methyl-1H-pyrazol-4-yl)pyrazolo[1,5-a]pyridine-3-carbonitrile C(C=C)(=O)N1C[C@H](N(C[C@@H]1C)C1=CC=C(C=C1)C=1C=2N(C=C(C1)C=1C=NN(C1)C)N=CC2C#N)C